lactic acid behenyl ester C(CCCCCCCCCCCCCCCCCCCCC)OC(C(O)C)=O